CN[C@@H](CC)O (R)-methylaminopropanol